N-(4-((2-(1,1-difluoroethyl)-6-methylpyrimidin-4-yl)amino)-5-((3-methoxycyclobutyl)methoxy)pyridin-2-yl)acetamide FC(C)(F)C1=NC(=CC(=N1)NC1=CC(=NC=C1OCC1CC(C1)OC)NC(C)=O)C